zinc-calcium borate B([O-])([O-])[O-].[Ca+2].[Zn+2]